OC=1C=C(C=NC1)C=1C=NN(C1)C=1C=C(C(=O)N2CCN(CC2)C2=CC=C(C(=O)NCCC)C=C2)C=C(C1)C(F)(F)F 4-[4-[3-[4-(5-Hydroxypyridin-3-yl)pyrazol-1-yl]-5-(trifluoromethyl)benzoyl]piperazin-1-yl]-N-propylbenzamide